2-amino-6-borono-2-(1-(3-chloro-5-(trifluoromethyl)pyridin-2-yl)piperidin-4-yl)hexanoic acid NC(C(=O)O)(CCCCB(O)O)C1CCN(CC1)C1=NC=C(C=C1Cl)C(F)(F)F